O=C(CCC(=O)O)C L-4-oxopentanoic acid